1,3-dichlorotetraphenyldisiloxane Cl[Si](O[Si](Cl)(C1=CC=CC=C1)C1=CC=CC=C1)(C1=CC=CC=C1)C1=CC=CC=C1